C1=C(C=CC2=CC=CC=C12)S(=O)(=O)[O-].[Na+].N1(C=NC2=C1C=CC=C2)C=2C=C(OC1=CC=3N(C4=CC=CC=C4C3C=C1)C1=NC=C(C(=C1C([2H])([2H])[2H])C1=CC=C(C=C1)C(C)(C)C)C([2H])([2H])[2H])C=CC2 2-[3-(benzimidazol-1-yl)phenoxy]-9-[4-tert-butylphenyl-3,5-di(methyl-d3)pyridin-2-yl]carbazole sodium naphthalen-2-sulfonate